5-chloro-2-(difluoromethyl)-N-((1r,4r)-4-((3-(5-fluoro-6-(2-hydroxyethoxy)pyridin-3-yl)-2-oxo-2,3-dihydro-1H-benzo[d]imidazol-1-yl)methyl)cyclohexyl)nicotinamide ClC=1C=NC(=C(C(=O)NC2CCC(CC2)CN2C(N(C3=C2C=CC=C3)C=3C=NC(=C(C3)F)OCCO)=O)C1)C(F)F